N-(3-((6-((1-(2-hydroxyethyl)-1H-pyrazol-4-yl)amino)-1H-pyrazolo[3,4-d]pyrimidin-1-yl)methyl)phenyl)acrylamide OCCN1N=CC(=C1)NC1=NC=C2C(=N1)N(N=C2)CC=2C=C(C=CC2)NC(C=C)=O